BrC=1N(C2=CC=C(C=C2C1C)C1CCN(CC1)C(=O)OC(C)(C)C)C(=O)OC(C)(C)C tert-butyl 2-bromo-5-(1-(tert-butoxycarbonyl) piperidin-4-yl)-3-methyl-1H-indole-1-carboxylate